CC1=CC=C(C=C1)/C=C/C(=O)Cl (2E)-3-(4-methylphenyl)acryloyl chloride